COC1=CC=C2C(=N1)SC(=N2)N 5-methoxythiazolo[5,4-b]pyridin-2-amine